C(CC(C(CC)O)O)O 1,3,4-Hexanetriol